C(CC)C(C=CC)CCCC 4-propyl-2-octene